BrC=1C(=NC(=CC1)C(=O)NCC1CC1)C(=O)NCC1CC1 3-bromo-N2,N6-bis(cyclopropylmethyl)pyridine-2,6-dicarboxamide